ClC=1C=CC=C2C(=CNC12)C1=CC=C2C(=N1)C(N(C2=O)C)(C)C 2-(7-chloro-1H-indol-3-yl)-6,7,7-trimethylpyrrolo[3,4-b]pyridin-5-one